ClC1=CC=C(C=C1)C=1C=C(C(N(N1)C=1C=NN(C1)C)=O)C(=O)N[C@@H](C)C1=NC=CC=C1 (S)-6-(4-chlorophenyl)-2-(1-methyl-1H-pyrazol-4-yl)-3-oxo-N-(1-(pyridin-2-yl)ethyl)-2,3-dihydropyridazin-4-Formamide